C(C)C1=CC=NN1C=1C=NC=CC1 5-ethyl-1-(pyridin-3-yl)-1H-pyrazole